3-[(5-chloro-1H-indol-2-yl)methyl]-1-{1-[1-(methoxymethyl)cyclopropanecarbonyl]piperidin-3-yl}-1-methylurea ClC=1C=C2C=C(NC2=CC1)CNC(N(C)C1CN(CCC1)C(=O)C1(CC1)COC)=O